F[C@H]1CN(CC1)S(=O)(=O)NC1=C(C(=C(C=C1)OC)C(=O)C1=CNC2=NC=C(C=C21)C2=CC=C(C=C2)N2CCC(CC2)C=O)F (3R)-3-fluoro-N-(2-fluoro-3-{5-[4-(4-formylpiperidin-1-yl)phenyl]-1H-pyrrolo[2,3-b]pyridine-3-carbonyl}-4-methoxyphenyl)pyrrolidine-1-sulfonamide